Ethanol Sodium benzoate C(C1=CC=CC=C1)(=O)[O-].[Na+].C(C)O